NCCOC=1C=C2CCC(C2=CC1)N(C)CCCC1=CC=C(C=C1)N(C)C 5-(2-aminoethoxy)-N-{3-[4-(dimethylamino)phenyl]propyl}-N-methyl-2,3-dihydro-1H-inden-1-amine